5-hydroxy-5-butylbarbituric acid OC1(C(NC(NC1=O)=O)=O)CCCC